ClC(C(=O)C=1NC=2CCCC(C2C1)=O)(Cl)Cl 2-(2,2,2-trichloroacetyl)-1,5,6,7-tetrahydro-4H-indol-4-one